1,3-dicarboxypropane C(=O)(O)CCCC(=O)O